C(C)(C)(C)OC(=O)N1C2CC(C1)(C2)C2=NC1=CC=CC=C1C(N2)=O 4-(4-oxo-3,4-dihydroquinazolin-2-yl)-2-azabicyclo[2.1.1]hexane-2-carboxylic acid tert-butyl ester